C(CCC)(=O)N[C@@H](CCC(N)=O)C(=O)O N-butanoyl-Glutamine